C(C)OC(=O)C=1N=CSC1CCCCl 5-(3-chloropropyl)thiazole-4-carboxylic acid ethyl ester